[(1S)-2-[(4-iodo-2,5-dimethyl-pyrazol-3-yl)methyl-isopropyl-amino]-1-methyl-ethyl] methanesulfonate CS(=O)(=O)O[C@H](CN(C(C)C)CC=1N(N=C(C1I)C)C)C